[Na].P(=O)(O)(O)OC[C@@H]1[C@H]([C@H]([C@@](O1)(N1C(=O)N=C(N)C=C1)N1CCOCC1)O)O 5'-phosphomorpholinyl-cytidine sodium